CC1=C(OC=C1)C Dimethyl-furan